C(C)OC(=O)C1=C(C2=C(CC(C3=CN(N=C23)CC2CCN(CC2)C(=O)C2CC2)C)O1)C(F)(F)F 2-{[1-(cyclopropanecarbonyl)piperidin-4-yl]methyl}-4-methyl-8-(trifluoromethyl)-4,5-dihydro-2H-furo[2,3-g]indazole-7-carboxylic acid ethyl ester